C(C1=CC=CC=C1)NS(=O)(=O)N1C(=O)C(=O)C2=CC=CC=C12 N-benzylisatinsulfonamide